C(C1=CC=CC=C1)OC1=C(C(=C(C(=O)OC2=C(C(=C(C(=O)OCC3=CC=CC=C3)C(=C2I)C)C)I)C(=C1)C)C)C benzyl 4-((4-(benzyloxy)-2,3,6-trimethylbenzoyl)oxy)-3,5-diiodo-2,6-dimethylbenzoate